FC1=C(C=CC=2C(C=3C(=CC4=C(OCO4)C3)OCC21)=O)F 7,8-difluoro[2]benzoxepino[3,4-f]-1,3-benzodioxol-11(6H)-one